(+)-2-(4-aminophenoxy)propanamide hydrochloride Cl.NC1=CC=C(OC(C(=O)N)C)C=C1